C(C=C)C1=C(C=CC(=C1)CC1=CNC2=CC(=CC=C12)[N+](=O)[O-])O 2-allyl-4-((6-nitro-1H-indol-3-yl)methyl)phenol